C(C)OC(=O)C=1C=CC2=C(N(C(=N2)CC2=CC(=C(C=C2)Br)F)C[C@H]2OCC2)C1F (S)-2-(4-bromo-3-fluorobenzyl)-7-fluoro-1-(oxetan-2-ylmethyl)-1H-benzo[d]imidazole-6-carboxylic acid ethyl ester